2-allyl-5-(methylamino)-6-(3-nitrophenyl)-3-oxo-pyridazine-4-carboxylic acid ethyl ester C(C)OC(=O)C=1C(N(N=C(C1NC)C1=CC(=CC=C1)[N+](=O)[O-])CC=C)=O